5-(2-(methylthio)ethoxy)benzo[d]oxazole CSCCOC=1C=CC2=C(N=CO2)C1